2-[3,5-dichloro-4-[(4-hydroxy-3-isothiazol-4-yl-phenyl)methyl]phenoxy]acetic acid ClC=1C=C(OCC(=O)O)C=C(C1CC1=CC(=C(C=C1)O)C=1C=NSC1)Cl